CC=1OC(=CC1C(=O)NC1=NC(=NS1)CC(C)=O)C1=CC(=CC=C1)SC 2-methyl-5-(3-(methylthio)phenyl)-N-(3-(2-oxopropyl)-1,2,4-thiadiazol-5-yl)furan-3-carboxamide